1-methyl-4-((1-vinylcyclopropenyl)sulfonyl)benzene CC1=CC=C(C=C1)S(=O)(=O)C1(C=C1)C=C